[O-2].C(CCC)[Al](CCCC)CCCC tributyl-aluminum oxide